Tert-butyl (3S)-3-[[4-[6-(3,5-dimethylisoxazol-4-yl)-1-(2-trimethylsilylethoxy methyl) indazol-3-yl]-5-(trifluoromethyl)pyrimidin-2-yl]-amino]-piperidine-1-carboxylate CC1=NOC(=C1C1=CC=C2C(=NN(C2=C1)COCC[Si](C)(C)C)C1=NC(=NC=C1C(F)(F)F)N[C@@H]1CN(CCC1)C(=O)OC(C)(C)C)C